5-((3-(3-Methyl-4-nitrophenyl)-2-(trifluoromethyl)oxazolidin-5-yl)methoxy)picolinonitril CC=1C=C(C=CC1[N+](=O)[O-])N1C(OC(C1)COC=1C=CC(=NC1)C#N)C(F)(F)F